CN(CCC[Al])C 3-(dimethylamino)propylaluminum